(S)-3-((R)-5-bromo-2-(methoxymethyl)-3,6-dihydropyridin-1(2H)-yl)-2-((t-butoxycarbonyl)amino)propionic acid BrC1=CC[C@@H](N(C1)C[C@@H](C(=O)O)NC(=O)OC(C)(C)C)COC